(R)-2-(2-amino-3-phenylpropoxy)imidazo[1,2-a]pyridine-3-carboxylic acid ethyl ester dihydrochloride Cl.Cl.C(C)OC(=O)C1=C(N=C2N1C=CC=C2)OC[C@@H](CC2=CC=CC=C2)N